ClC=1C=CC2=C(C(C[C@@H](O2)C(=O)NC23CC(C2)(C3)N3N=CC(=C3)OC[C@@H](C)OC(F)(F)F)=O)C1 (2R)-6-chloro-4-oxo-N-(3-{4-[(2R)-2-(trifluoromethoxy)propoxy]-1H-pyrazol-1-yl}bicyclo[1.1.1]pentan-1-yl)-3,4-dihydro-2H-1-benzopyran-2-carboxamide